OC(CCCOC1=C(C=CC=C1)CCC(=O)OC(C)C)\C=C\C1=CC(=CC=C1)NS(=O)(=O)C1=CC=CC=C1 Isopropyl (E)-3-(2-((4-hydroxy-6-(3-(phenylsulfonamido)phenyl)hex-5-en-1-yl)oxy)phenyl)propanoate